CCCCCC/C(=C/O)/O Octene-1,2-diol